N-(3-fluorobenzyl)alanine FC=1C=C(CN[C@@H](C)C(=O)O)C=CC1